N-[amino(2-chlorophenyl)methylene]-4-(methyl)benzenesulfonamide NC(=NS(=O)(=O)C1=CC=C(C=C1)C)C1=C(C=CC=C1)Cl